4,7-diphenyl-2,9-bis[4-(1-phenyl-1H-benzo[d]imidazol-2-yl)phenyl]-1,10-phenanthroline C1(=CC=CC=C1)C1=CC(=NC2=C3N=C(C=C(C3=CC=C12)C1=CC=CC=C1)C1=CC=C(C=C1)C1=NC2=C(N1C1=CC=CC=C1)C=CC=C2)C2=CC=C(C=C2)C2=NC1=C(N2C2=CC=CC=C2)C=CC=C1